BrC1=C(C=CC=C1)OC(F)(F)F 1-Bromo-2-(trifluoromethoxy)-benzene